C1(CC1)S(=O)(=O)N1N=CC(=C1)C1=NC=CC(=N1)C1(NC=C(C(=C1)NCC1=CC=C(C=C1)CN(C)C)C#CC=1C=NN(C1)C)N 2-(2-(1-(Cyclopropylsulfonyl)-1H-pyrazol-4-yl)pyrimidin-4-yl)-N4-(4-((dimethylamino)methyl)benzyl)-5-((1-methyl-1H-pyrazol-4-yl)ethynyl)pyridine-2,4-diamine